[3-(trifluoromethyl)phenyl]methanol tert-butyl-8-fluoro-1,6-dioxo-1,4,5,6-tetrahydrobenzo[c][1,7]naphthyridine-3(2H)-carboxylate C(C)(C)(C)C1C(C=2C3=C(C(NC2CN1C(=O)OCC1=CC(=CC=C1)C(F)(F)F)=O)C=C(C=C3)F)=O